4-(imidazo[4,5-b]pyridin-3-yl)-aniline N1=CN(C2=NC=CC=C21)C2=CC=C(N)C=C2